C(C)C=1C=C2C(=NNC(C2=CC1)=O)CC1=CC(=C(C=C1)F)C(=O)N1CCN(CC1)C1=NC=C(C=N1)C(F)(F)F 6-Ethyl-4-(4-fluoro-3-(4-(5-(trifluoromethyl)pyrimidin-2-yl)piperazine-1-carbonyl)benzyl)phthalazin-1(2H)-one